FC1=C2C(=NC=3N(C2=CC=C1)C(=NN3)C)N3CCCC1=C(C=CC=C31)CC(C#C)(O)C 1-(6-fluoro-1-methyl-[1,2,4]triazolo[4,3-a]quinazolin-5-yl)-1,2,3,4-tetrahydroquinolin-5-yl-2-methylbut-3-yn-2-ol